4-[4-(2-aminoacetyl)pyrazol-1-yl]-3-(2-methyl-6-phenylpyrimidin-4-yl)oxybenzonitrile NCC(=O)C=1C=NN(C1)C1=C(C=C(C#N)C=C1)OC1=NC(=NC(=C1)C1=CC=CC=C1)C